2-(4-isobutylcyclohex-1-en-1-yl)ethyl-1,3-dioxolane C(C(C)C)C1CC=C(CC1)CCC1OCCO1